ClC1=CNC2=NC=C(C=C21)CNC(=O)[C@@H]2CCC=1N2C(C(=CN1)NCC1=CC(=CC(=C1)C)C)=O (S)-N-((3-chloro-1H-pyrrolo[2,3-b]pyridin-5-yl)methyl)-3-((3,5-dimethylbenzyl)amino)-4-oxo-4,6,7,8-tetrahydropyrrolo[1,2-a]pyrimidine-6-carboxamide